3-chloro-5-(difluoromethyl)-1-methyl-1H-pyrazole-4-carbaldehyde ClC1=NN(C(=C1C=O)C(F)F)C